1,7-di-tert-butyl 4-amino-4-[3-(tert-butoxy)-3-oxopropyl]heptanedioate NC(CCC(=O)OC(C)(C)C)(CCC(=O)OC(C)(C)C)CCC(=O)OC(C)(C)C